CS(=O)(=O)C=1C=C(C=NC1)C=1SC=2C=NC(=CC2N1)NC1=NC(=CC=C1)N1[C@@H]2CN([C@H](C1)C2)C N-[2-(5-Methanesulfonylpyridin-3-yl)-[1,3]thiazolo[5,4-c]pyridin-6-yl]-6-[(1S,4S)-5-methyl-2,5-diazabicyclo[2.2.1]heptan-2-yl]pyridin-2-amine